ClC=1C(=NC=CC1C1=NC(=C(C=C1)CNCC1NC(CC1)=O)OC)C=1C(=C(C=CC1)NC(C1=NC=C(C(=C1)CNCCO)OC)=O)C N-(3-(3'-chloro-6-methoxy-5-((((5-oxopyrrolidin-2-yl)methyl)amino)methyl)-[2,4'-bipyridin]-2'-yl)-2-methylphenyl)-4-(((2-hydroxyethyl)amino)methyl)-5-methoxypicolinamide